(4-(7-(((R)-1-(2,4-dichlorophenyl)ethyl)amino)-2-methyl-2H-pyrazolo[4,3-d]pyrimidin-5-yl)piperazin-1-yl)((R)-tetrahydrofuran-2-yl)methanone ClC1=C(C=CC(=C1)Cl)[C@@H](C)NC=1C=2C(N=C(N1)N1CCN(CC1)C(=O)[C@@H]1OCCC1)=CN(N2)C